N[C@@H](C)C(=O)N1C[C@H]2[C@@](C1)(C(OB(CCC2)OC(C)C)=O)N (6aS,9aR)-8-alanyl-9a-amino-3-isopropoxyoctahydro-[1,2]oxaborocino[6,7-c]pyrrol-1(3H)-one